tert-butyl O-(2-ethylhexyl) monoperoxycarbonate C(OC(C)(C)C)(=O)OOCC(CCCC)CC